FC=1C(=C(C=CC1F)[C@H]1[C@H](O[C@]([C@@H]1C)(C(F)(F)F)C)C(=O)NC1=CC=CC(=N1)C(=O)N)OC 6-[[(2S,3S,4R,5R)-3-(3,4-difluoro-2-methoxy-phenyl)-4,5-dimethyl-5-(trifluoromethyl)tetrahydrofuran-2-carbonyl]amino]pyridine-2-carboxamide